rac-N-((4R,5S)-4-(3-aminophenyl)-7-ethyl-6-oxo-1-phenyl-4,5,6,7-tetrahydro-1H-pyrazolo[3,4-b]pyridin-5-yl)-3-(trifluoromethyl)benzamide NC=1C=C(C=CC1)[C@@H]1C2=C(N(C([C@H]1NC(C1=CC(=CC=C1)C(F)(F)F)=O)=O)CC)N(N=C2)C2=CC=CC=C2 |r|